ClC=1C=C(C=CC1Cl)N1C(=CC=2C1=NC=CC2)C(=O)NC2CC(C2)F 1-(3,4-Dichlorophenyl)-N-(3-fluorocyclobutyl)-1H-pyrrolo[2,3-b]pyridine-2-carboxamide